(1S,2S,5R)-2-((R)-1-((tert-butyldimethylsilyl)oxy)ethyl)-3-(2,5,7-trichloro-8-fluoropyrido[4,3-d]pyrimidin-4-yl)-3,8-diazabicyclo[3.2.1]octane-8-carboxylic acid tert-butyl ester C(C)(C)(C)OC(=O)N1[C@@H]2[C@H](N(C[C@H]1CC2)C=2C1=C(N=C(N2)Cl)C(=C(N=C1Cl)Cl)F)[C@@H](C)O[Si](C)(C)C(C)(C)C